4-tertiary butyl-phenylhydrazine C(C)(C)(C)C1=CC=C(C=C1)NN